{7-[(R)-3-methyl-1-piperazinyl]-3-[5-(difluoromethyl)-1,3,4-thiadiazol-2-yl]-1-ethyl-2-oxo-1,3-dihydro-1,3-benzimidazol-5-ylsulfonyl}(3-methyl-3-oxetanyl)amine C[C@@H]1CN(CCN1)C1=CC(=CC2=C1N(C(N2C=2SC(=NN2)C(F)F)=O)CC)S(=O)(=O)NC2(COC2)C